(4-((3-(4-methoxyphenyl)imidazo[1,2-a]pyrazin-8-yl)amino)-2-methylphenyl)(morpholino)methanone COC1=CC=C(C=C1)C1=CN=C2N1C=CN=C2NC2=CC(=C(C=C2)C(=O)N2CCOCC2)C